C(#N)C1(CCC1)NC1=CC=C(C(=O)NC)C=C1 4-[(1-cyano-cyclobutyl)amino]-N-methylbenzamide